N1N=NC=C1[C@@H]1CN(CC1)C(=O)N1CC2(C1)CC(C2)CC=2C=CC(=C(C#N)C2)C(F)(F)F 5-[[2-[(3S)-3-(1H-triazol-5-yl)pyrrolidine-1-carbonyl]-2-azaspiro[3.3]heptan-6-yl]methyl]-2-(trifluoromethyl)benzonitrile